C1(=CC=CC=C1)C=1NC2=C(C=C(C=C2C1)COCCC)N 2-phenyl-5-(propoxymethyl)-1H-indol-7-amine